2-methyl-N-[(2R)-2-methyl-3-oxo-cyclohexyl]propane-2-sulfinamide Lithium triethylborohydride C(C)[BH-](CC)CC.[Li+].CC(C)(C)S(=O)NC1[C@H](C(CCC1)=O)C